17β-hydroxy-17α-methylestr-4-en-3-one O[C@@]1([C@]2(C)[C@@H](CC1)[C@@H]1CCC3=CC(CC[C@@H]3[C@H]1CC2)=O)C